2,6-Diethyl-4-ethoxy-phenol C(C)C1=C(C(=CC(=C1)OCC)CC)O